6-(4-Fluorophenyl)-8-methoxy-N-[(2-methylindazol-6-yl)methyl]quinazolin-4-amine FC1=CC=C(C=C1)C=1C=C2C(=NC=NC2=C(C1)OC)NCC=1C=CC2=CN(N=C2C1)C